ClC=1C(=NC(=NC1)NC1=NC=NC(=C1)C)C1=CC=C2CN(C(C2=C1)=O)[C@@H](C(=O)N[C@H](CO)C1=CC(=CC(=C1)OC)F)C (2R)-2-(6-{5-chloro-2-[(6-methylpyrimidin-4-yl)amino]pyrimidin-4-yl}-1-oxo-2,3-dihydro-1H-isoindol-2-yl)-N-[(1S)-1-(3-fluoro-5-methoxyphenyl)-2-hydroxyethyl]propionamide